C1(CC1)C=1N=CC=2N(C1C(=O)N(C)OC)C=NC2 6-cyclopropyl-N-methoxy-N-methylimidazo[1,5-a]pyrazine-5-carboxamide